7-chloro-5-(1-cyclohexenyl)-1-methyl-1H-1,4-benzodiazepine-2(3H)-one ClC=1C=CC2=C(C(=NCC(N2C)=O)C2=CCCCC2)C1